O=C1CC[C@@H](O1)C(=O)O (2R)-5-oxo-tetrahydro-2-furancarboxylic acid